2-fluorophenyl-4-(4-(4,4,5,5-tetramethyl-1,3,2-dioxaborolan-2-yl)piperidin-1-yl)quinazoline FC1=C(C=CC=C1)C1=NC2=CC=CC=C2C(=N1)N1CCC(CC1)B1OC(C(O1)(C)C)(C)C